4-((4-(8-methoxy-[1,2,4]triazolo[1,5-a]pyridin-6-yl)-5-methyl-2-nitrophenyl)amino)piperidine-1-carboxylic acid tert-butyl ester C(C)(C)(C)OC(=O)N1CCC(CC1)NC1=C(C=C(C(=C1)C)C=1C=C(C=2N(C1)N=CN2)OC)[N+](=O)[O-]